1,5-diethyl-4-hydroxy-pyrazol C(C)N1N=CC(=C1CC)O